N1N=CC=2C1=NC=C(C2)C(=O)N 1H-pyrazolo[3,4-b]pyridine-5-carboxamide